ClC=1C=C2C=NC(=NC2=C(C1C1=CC(=CC2=CC=CC=C12)O)F)N1CC(C1)N(C)C (R or S)-6-chloro-2-(3-(dimethylamino)azetidin-1-yl)-8-fluoro-7-(3-hydroxynaphthalen-1-yl)quinazoline